(8-Methyl-1,3,4,5-tetrahydropyrido[4,3-b]indol-2-yl)-[6-(trifluoromethyl)-2-pyridyl]methanone CC1=CC=2C3=C(NC2C=C1)CCN(C3)C(=O)C3=NC(=CC=C3)C(F)(F)F